CC1=NNC=2C3=C(C(C(C12)=O)=O)C=CC=C3 3-methyl-1H-benzo[g]indazole-4,5-dione